C(CC)C=1C=C(C(=O)O)C=C(C1O)CCC 3,5-dipropyl-4-hydroxy-benzoic acid